BrC1=CC=C2C(N(C(C2=C1)=O)CC1=NC=C(C=C1)Cl)(O)C1=CC=C(C=C1)C(C)(F)F 6-bromo-2-((5-chloropyridin-2-yl)methyl)-3-(4-(1,1-difluoroethyl)phenyl)-3-hydroxyisoindolin-1-one